Cl.CNC(C)CC1=CC2=C(C=C1)OCO2 N-methyl-3,4-methylenedioxyamphetamine hydrochloride